FC(=C(OC(C(OC(C(F)(F)F)(F)F)(F)F)(C(F)(F)F)F)F)S(=O)(=O)O perfluoro-3,6-dioxa-4-methyl-octene-sulfonic acid